S(SC[C@@H](CCS(=O)[O-])N=[N+]=[N-])C[C@@H](CCS(=O)[O-])N=[N+]=[N-].[Na+].[Na+] sodium (3R,3'R)-4,4'-disulfanediylbis(3-azidobutane-1-sulfinate)